9,9-dinonyloxy-2-pivaloyloxynonane C(CCCCCCCC)OC(CCCCCCC(C)OC(C(C)(C)C)=O)OCCCCCCCCC